(S)-N-(5-cyano-4-((2-(methylthio)ethyl)amino)pyridin-2-yl)-7-formyl-6-((N-methyltetrahydrofuran-2-carboxamido)methyl)-3,4-dihydro-1,8-naphthyridine-1(2H)-carboxamide hydrochloride Cl.C(#N)C=1C(=CC(=NC1)NC(=O)N1CCCC2=CC(=C(N=C12)C=O)CN(C(=O)[C@H]1OCCC1)C)NCCSC